6-(((6-(Piperazin-1-yl)pyridin-2-yl)oxy)methyl)nicotinonitrile N1(CCNCC1)C1=CC=CC(=N1)OCC1=NC=C(C#N)C=C1